3-(4-fluorophenyl)-2-propen-1-one FC1=CC=C(C=C1)C=CC=O